CC1(NC(C2=CC=C(C=C12)C1=CNC2=NC=C(C=C21)C=2C=NC(=CC2)N2CCN(CC2)C)=O)C 3,3-dimethyl-5-(5-(6-(4-methylpiperazin-1-yl)pyridin-3-yl)-1H-pyrrolo[2,3-b]pyridin-3-yl)isoindolin-1-one